5-bromo-N-[2-(3-vinylpiperidin-1-yl)-6-methylpyrimidin-4-yl]-3-[4-(prop-2-en-1-yl)piperidin-1-yl]pyridine-2-carboxamide BrC=1C=C(C(=NC1)C(=O)NC1=NC(=NC(=C1)C)N1CC(CCC1)C=C)N1CCC(CC1)CC=C